3-methylphenyl 4-((tetrahydro-2H-pyran-2-yl)oxy)benzoate O1C(CCCC1)OC1=CC=C(C(=O)OC2=CC(=CC=C2)C)C=C1